C(C)(C)(C)OC(=O)N1CC2CCC(C1)N2C2=NC=C(C=N2)N2CCN(CC2)C(=O)OCC2=CC=CC=C2 tert-butyl-8-[5-(4-benzyloxycarbonylpiperazin-1-yl)pyrimidin-2-yl]-3,8-diazabicyclo[3.2.1]octane-3-carboxylate